dithiobis(1-phenyl-1H-tetrazol) C1(=CC=CC=C1)N1N=NN=C1SSC1=NN=NN1C1=CC=CC=C1